dimethyl (6-(3,3-difluorocyclobutoxy)-3-oxo-1,3-dihydroisobenzofuran-1-yl)phosphonate FC1(CC(C1)OC1=CC=C2C(OC(C2=C1)P(OC)(OC)=O)=O)F